tert-Butyl 3-allyl-3-(hydroxymethyl)pyrrolidine-1-carboxylate C(C=C)C1(CN(CC1)C(=O)OC(C)(C)C)CO